4-(2,2-bis(2-hydroxyphenyl)-ethyl)-pyridine OC1=C(C=CC=C1)C(CC1=CC=NC=C1)C1=C(C=CC=C1)O